O1C(CCCC1)OCC=1NC2=CC=C(C=C2C1)C(=O)[O-] 2-(((tetrahydro-2H-pyran-2-yl) oxy) methyl)-1H-indole-5-carboxylate